C(CCCCCCC)OC1=CC=C(C=C1)C1=CC=C(C=C1)C#N 4-n-octyloxy-4'-cyanobiphenyl